2,6-difluoro-3,5-dimethoxyaniline [4-(5-oxidanylidene-1,2,4-dithiazol-3-yl)phenyl]5-(benzenecarbothioyl)-2,3-dihydro-1H-pyrrolizine-1-carboxylate O=C1N=C(SS1)C1=CC=C(C=C1)OC(=O)C1CCN2C(=CC=C12)C(=S)C1=CC=CC=C1.FC1=C(N)C(=C(C=C1OC)OC)F